CCCCCCC[C@H]1CCCO[C@@H]1CCCCCCCC Anti-Thromboxane